Cbz-Z-prolinol C(=O)(OCC1=CC=CC=C1)N1[C@@H](CCC1)CO